C12(CC3CC(CC(C1)C3)C2)NC(CC(=O)NN2CCNCC2)=O N-adamantan-1-yl-N'-piperazinomalonamide